O1C2=C(N(CCC1)C(CNC1=C(C#N)C(=CC(=N1)C(F)(F)F)C(F)(F)F)=O)C=CC=C2 2-((2-(3,4-dihydrobenzo[b][1,4]oxazepin-5(2H)-yl)-2-oxoethyl)amino)-4,6-bis(trifluoromethyl)nicotinonitrile